[N+](=O)([O-])[O-].[Zr+4].[N+](=O)([O-])[O-].[N+](=O)([O-])[O-].[N+](=O)([O-])[O-] zirconium(IV) nitrate